Secondary Amyl Methyl Ether COC(C)CCC